4-(3-chloropropyl)-N,N-dimethylbenzenesulfonamide ClCCCC1=CC=C(C=C1)S(=O)(=O)N(C)C